2-methoxyethylthiourea COCCNC(=S)N